CN(CCN1N=CC(=C1)NC=1N=C(C2=C(N1)NC=C2C(C2=CC=C(C=C2)F)=O)N[C@H]2CN(CC2)C(C=C)=O)C (R)-1-(3-((2-((1-(2-(dimethylamino)ethyl)-1H-pyrazol-4-yl)amino)-5-(4-fluorobenzoyl)-7H-pyrrolo[2,3-d]pyrimidin-4-yl)amino)pyrrolidin-1-yl)prop-2-en-1-one